C1(=CC=CC=C1)C1CCCCC1 5-phenylcyclohexane